2-(3,4-methylenephenyl)-4,6-bis(trichloromethyl)-1,3,5-triazine C1C=2C=C(C=CC21)C2=NC(=NC(=N2)C(Cl)(Cl)Cl)C(Cl)(Cl)Cl